FC=1C=CC(=NC1)C(=O)N1CC2(CC1)CC(C1=CC(=CC=C12)C1=C(C=CC=C1)C(C)C)O (5-Fluoropyridin-2-yl)(3-hydroxy-5-(2-isopropylphenyl)-2,3-dihydro-spiro[inden-1,3'-pyrrolidin]-1'-yl)methanone